9,10-bis(methoxycarbonyldecyloxy)anthracene COC(=O)CCCCCCCCCCOC=1C2=CC=CC=C2C(=C2C=CC=CC12)OCCCCCCCCCCC(=O)OC